2-chloro-6-amino-4-nitrophenol ClC1=C(C(=CC(=C1)[N+](=O)[O-])N)O